5-[(1R,2S)-1-(4-cyclopropylphenyl)-2-[(2-hydroxy-2-methyl-propionyl)amino]propoxy]-N-[(3S)-1-[(3R)-5-oxotetrahydrofuran-3-carbonyl]-3-piperidinyl]pyridine-2-carboxamide C1(CC1)C1=CC=C(C=C1)[C@H]([C@H](C)NC(C(C)(C)O)=O)OC=1C=CC(=NC1)C(=O)N[C@@H]1CN(CCC1)C(=O)[C@H]1COC(C1)=O